2,3,4,5-tetrahydro-1H-azepinyl-(azepin) N1(CCCCC=C1)C=1NC=CC=CC1